butyl ((S)-2-((4-((((S)-2-amino-3,3,3-trifluoropropyl)amino)methyl)pyridin-2-yl)amino)-1-((1r,4S)-4-methylcyclohexyl)-2-oxoethyl)carbamate N[C@@H](CNCC1=CC(=NC=C1)NC([C@H](C1CCC(CC1)C)NC(OCCCC)=O)=O)C(F)(F)F